trans-8-(2,3,3a,4,5,6,7,7a-octahydroindol-1-yl)-N-[(4S)-chroman-4-yl]-4-(dimethylamino)-1,7-naphthyridine-3-carboxamide N1(CC[C@@H]2CCCC[C@@H]12)C=1N=CC=C2C(=C(C=NC12)C(=O)N[C@H]1CCOC2=CC=CC=C12)N(C)C